4,4'-bis(diphenylphosphino)benzophenone C1(=CC=CC=C1)P(C1=CC=C(C(=O)C2=CC=C(C=C2)P(C2=CC=CC=C2)C2=CC=CC=C2)C=C1)C1=CC=CC=C1